1-[4-(6-{3-acetyl-7-methylimidazo[4,5-c]pyridazin-6-yl}-5-(ethanesulfonyl)pyridin-3-yl)phenyl]cyclopropane-1-carbonitrile C(C)(=O)C1=CC2=C(N=N1)N(C(=N2)C2=C(C=C(C=N2)C2=CC=C(C=C2)C2(CC2)C#N)S(=O)(=O)CC)C